3-(5-(5-(6-methoxypyridin-2-yl)-1,2,4-oxadiazol-3-yl)-1-oxoisoindolin-2-yl)piperidine-2,6-dione COC1=CC=CC(=N1)C1=NC(=NO1)C=1C=C2CN(C(C2=CC1)=O)C1C(NC(CC1)=O)=O